O=C1N(CC=2C=C3C(=CC12)OCC1(C3)CCNCC1)[C@@H]1C(NC(CC1)=O)=O (S)-3-(8'-oxo-6',8'-dihydro-2'H-spiro[piperidine-4,3'-pyrano[2,3-f]isoindol]-7'(4'H)-yl)piperidine-2,6-dione